copper bis(triphenylphosphine) nitrate [N+](=O)([O-])[O-].C1(=CC=CC=C1)P(C1=CC=CC=C1)C1=CC=CC=C1.C1(=CC=CC=C1)P(C1=CC=CC=C1)C1=CC=CC=C1.[Cu+2].[N+](=O)([O-])[O-]